N-(2-((2-(dimethylamino)ethyl)(ethyl)amino)-5-((4-(1-methyl-1H-indol-3-yl)-5-(trifluoromethyl)pyrimidin-2-yl)amino)phenyl)acetamide CN(CCN(C1=C(C=C(C=C1)NC1=NC=C(C(=N1)C1=CN(C2=CC=CC=C12)C)C(F)(F)F)NC(C)=O)CC)C